CC1=NC(=NC=C1)OC1=CC=C(C=C1)B(O)O (4-((4-methylpyrimidin-2-yl)oxy)phenyl)boronic acid